C12CN(CC2C1)C1=CC(=CC=N1)C 6-{3-Azabicyclo[3.1.0]hexan-3-yl}-4-methylpyridin